3-(5-chloro-2-hydroxy-4-methylphenyl)-N-phenylbenzamide ClC=1C(=CC(=C(C1)C=1C=C(C(=O)NC2=CC=CC=C2)C=CC1)O)C